4-((3'R,4'S,5'R)-6''-chloro-4'-(3-chloro-2-fluorophenyl)-3,3-dimethyl-2''-oxodispiro[cyclobutane-1,2'-pyrrolidine-3',3''-indoline]-5'-carboxamido)bicyclo[2.2.2]octane-1-carboxylic acid ClC1=CC=C2[C@@]3(C(NC2=C1)=O)C1(N[C@H]([C@@H]3C3=C(C(=CC=C3)Cl)F)C(=O)NC32CCC(CC3)(CC2)C(=O)O)CC(C1)(C)C